ClC1=NN(C=C1C(F)(F)F)CC1CCC(CC1)(F)F 3-chloro-1-((4,4-difluorocyclohexyl)methyl)-4-(trifluoromethyl)-1H-pyrazole